C(C)NC1=CC(=CC(=N1)N1C(C2=CC(=CC(=C2C1)C(F)(F)F)CNC1(CCC1)C)=O)C1(CC(C1)C)C1=NN=CN1C 2-(6-(ethylamino)-4-((1s,3s)-3-methyl-1-(4-methyl-4H-1,2,4-triazol-3-yl)cyclobutyl)pyridin-2-yl)-6-(((1-methylcyclobutyl)amino)methyl)-4-(trifluoromethyl)isoindolin-1-one